4-(8-acetyl-3,6-dimethyl-4-oxo-3,4-dihydroquinazolin-2-yl)benzonitrile C(C)(=O)C=1C=C(C=C2C(N(C(=NC12)C1=CC=C(C#N)C=C1)C)=O)C